2-Chloro-2'-hydroxy-[1,1'-biphenyl]-4-carboxylic acid ethyl ester C(C)OC(=O)C1=CC(=C(C=C1)C1=C(C=CC=C1)O)Cl